C(C1=CC=CC=C1)OC1([C@H](O[C@@H]2OC(O[C@@H]21)(C)C)[C@@H](CO)O)CO (R)-1-((3aR,5R,6aR)-6-(benzyloxy)-6-(hydroxymethyl)-2,2-dimethyltetrahydrofurano[2,3-d][1,3]dioxol-5-yl)ethane-1,2-diol